ClC=1C=C(C=C(C1F)Cl)C1(CC(=NO1)N1CC2=C(C1)C(=C(S2)C(=O)NCCOC)C)C(F)(F)F 5-(5-(3,5-dichloro-4-fluorophenyl)-5-(trifluoromethyl)-4,5-dihydroisoxazol-3-yl)-N-(2-methoxyethyl)-3-methyl-5,6-dihydro-4H-thieno[2,3-c]pyrrole-2-carboxamide